(1r,3r)-3-(3-(trifluoromethyl)-1H-pyrazol-1-yl)cyclobutan-1-ol FC(C1=NN(C=C1)C1CC(C1)O)(F)F